C(C)OC=1C=C(C=CC1)C=1C=C2CC(C(C2=CC1)NC(O[C@@H]1CN2CCC1CC2)=O)(C)C (S)-quinuclidin-3-yl (5-(3-ethoxyphenyl)-2,2-dimethyl-2,3-dihydro-1H-inden-1-yl)carbamate